1,4,7,10-tetrakis(aminocarbonylmethyl)-1,4,7,10-tetraazacyclododecane NC(=O)CN1CCN(CCN(CCN(CC1)CC(=O)N)CC(=O)N)CC(=O)N